CN1CCN(CC1)CC1=C(C=CC=C1)C(C=CC1=CC=C(C=C1)C=CC(=O)O)=O 3-[4-[3-[2-[(4-Methylpiperazin-1-yl)methyl]phenyl]-3-oxoprop-1-enyl]phenyl]prop-2-enoic acid